3-(tert-Butyl)-N-(4-(2-(1-isopropyl-4-nitro-1H-pyrazol-3-yl)-3H-imidazo[4,5-b]pyridin-7-yl)-2-(trifluoromethyl)benzyl)-1,2,4-oxadiazole-5-carboxamide C(C)(C)(C)C1=NOC(=N1)C(=O)NCC1=C(C=C(C=C1)C1=C2C(=NC=C1)NC(=N2)C2=NN(C=C2[N+](=O)[O-])C(C)C)C(F)(F)F